(5-tert-butyl-2H-pyrazol-3-yl)-3-{4-[5-(2-{2-[2-(2,6-dioxopiperidin-3-yl)-1,3-dioxo-2,3-dihydro-1H-isoindol-5-ylamino]-ethoxy}-ethoxy)-benzimidazol-1-yl]-phenyl}-urea C(C)(C)(C)C=1C=C(NN1)NC(=O)NC1=CC=C(C=C1)N1C=NC2=C1C=CC(=C2)OCCOCCNC=2C=C1C(N(C(C1=CC2)=O)C2C(NC(CC2)=O)=O)=O